ClC1=C(C=CC(=C1)C=1CC[C@@H](CN1)C)CCN(C)C 2-[2-chloro-4-[(3S)-3-methyl-2,3,4,5-tetrahydropyridin-6-yl]phenyl]-N,N-dimethyl-ethanamine